ClC=1C=CC(=C(C1)C(=O)N1CCC(CC1)CCCCNC(=O)C1=CC=2C=NC=CC2N1)OC N-(4-{1-[(5-chloro-2-methoxyphenyl)carbonyl]piperidin-4-yl}butyl)-1H-pyrrolo[3,2-c]pyridine-2-carboxamide